CC1N(CC=2C1=NNC2)C(=O)[O-] 6-methyl-2,6-dihydropyrrolo[3,4-c]pyrazole-5(4H)-carboxylate